1-(3-((5-cyclopropyl-2-((3-methyl-1-(1-methylpiperidin-4-yl)-1H-pyrazol-4-yl)amino)pyrimidin-4-yl)amino)propyl)-3,3-dimethylazetidin-2-one C1(CC1)C=1C(=NC(=NC1)NC=1C(=NN(C1)C1CCN(CC1)C)C)NCCCN1C(C(C1)(C)C)=O